S-(Fluoromethyl) Benzenesulfonothioate C1(=CC=CC=C1)S(=O)(SCF)=O